1-Butyl-3-(6''-oxo-5''-((2-(trimethylsilyl)ethoxy)methyl)-5'',6''-dihydrodispiro[cyclohexane-1,1'-cyclobutane-3',7''-pyrrolo[2,3-b]pyrazin]-4-yl)pyrimidine-2,4,6(1H,3H,5H)-trione C(CCC)N1C(N(C(CC1=O)=O)C1CCC2(CC3(C(N(C4=NC=CN=C43)COCC[Si](C)(C)C)=O)C2)CC1)=O